NC=1C(=NC(=C(C1)F)F)F 3-amino-2,5,6-trifluoropyridine